7-((trans)-4-(4-amino-5-iodo-7H-pyrrolo[2,3-d]pyrimidin-7-yl)cyclohexyl)-2,7-diazaspiro[4.4]nonane-2-carboxylic acid tert-butyl ester C(C)(C)(C)OC(=O)N1CC2(CC1)CN(CC2)[C@@H]2CC[C@H](CC2)N2C=C(C1=C2N=CN=C1N)I